C(C)(=O)N[C@@H](CC(=O)O)C(=O)N[C@H](C(=O)NCC1=C(C=CC(=C1)OCCCN)C)CCC1=CC=CC=C1 (S)-3-acetamido-4-(((S)-1-((5-(3-aminopropoxy)-2-methylbenzyl)amino)-1-oxo-4-phenylbutan-2-yl)amino)-4-oxobutanoic acid